The molecule is an organoiodine compound that is the ring opened tautomer of fluorescein substituted at positions 2, 4, 5 and 7 by iodo groups. It has a role as a fluorescent dye. It is a xanthene dye, an organoiodine compound, a member of phenols and a member of benzoic acids. It derives from a fluorescein. It is a conjugate acid of an erythrosin(2-). C1=CC=C(C(=C1)C2=C3C=C(C(=O)C(=C3OC4C2C=C(C(=C4I)O)I)I)I)C(=O)O